C(C)(=O)OCCOCCOCCCC (butoxyethoxy)ethyl acetate